methyl 5-(5-(6,8-dimethyl-2-morpholino-7-oxo-7,8-dihydropyrido[2,3-d]pyrimidin-4-yl)-5,6,7,8-tetrahydropyrido[3,2-d]pyrimidin-2-yl)picolinate CC1=CC2=C(N=C(N=C2N2CCCC=3N=C(N=CC32)C=3C=CC(=NC3)C(=O)OC)N3CCOCC3)N(C1=O)C